2-((6aR,8R)-8-(ethyl(piperidin-4-yl)amino)-6a-(fluoromethyl)-5,6,6a,7,8,9-hexahydropyrrolo[1',2':4,5]pyrazino[2,3-c]pyridazin-2-yl)-6-fluorophenol C(C)N([C@@H]1C[C@]2(N(C=3C(=NN=C(C3)C3=C(C(=CC=C3)F)O)NC2)C1)CF)C1CCNCC1